6-[3-[5-fluoro-2-methoxy-4-(methylcarbamoyl)anilino]prop-1-ynyl]-1-(2,2,2-trifluoroethyl)benzimidazole-4-carboxylic acid FC=1C(=CC(=C(NCC#CC=2C=C(C3=C(N(C=N3)CC(F)(F)F)C2)C(=O)O)C1)OC)C(NC)=O